ClC1=NC(=C2N(C(N(C2=N1)CC1=CC=C(C=C1)C=1N(C=C(N1)Cl)C)=N)C)C 2-chloro-9-(4-(4-chloro-1-methyl-1H-imidazol-2-yl)benzyl)-6,7-dimethyl-7,9-dihydro-8H-purin-8-imine